(4-(2,6-Difluoro-4-(1-hydroxycyclobutyl)phenyl)thiophen-2-yl)boronic acid FC1=C(C(=CC(=C1)C1(CCC1)O)F)C=1C=C(SC1)B(O)O